C(O)(=O)OCCCO 1,3-propanediol carbonate